ClC=1C=C(OCC(=O)N)C=C(C1CC1=CC(=C(C=C1)O)C1=NC=NC=C1)Cl 2-(3,5-dichloro-4-(4-hydroxy-3-(pyrimidin-4-yl)benzyl)phenoxy)acetamide